1-[3-(methyldimethoxysilyl)propyl]urea C[Si](CCCNC(=O)N)(OC)OC